(R)-N-((5-bromo-4-methylpyridin-2-yl)methyl)-4-(2-(4-(trifluoromethyl)phenyl)-2H-pyrazolo[3,4-d]pyrimidin-4-yl)piperazine-2-carboxamide BrC=1C(=CC(=NC1)CNC(=O)[C@@H]1NCCN(C1)C=1C=2C(N=CN1)=NN(C2)C2=CC=C(C=C2)C(F)(F)F)C